(2S,4R)-N-((R)-1-(4-carbamimidoylthiophen-2-yl)ethyl)-4-(cyclopropylsulfonyl)-1-((9,9-difluoro-9H-fluorene-3-carbonyl)glycyl)pyrrolidine-2-carboxamide C(N)(=N)C=1C=C(SC1)[C@@H](C)NC(=O)[C@H]1N(C[C@@H](C1)S(=O)(=O)C1CC1)C(CNC(=O)C=1C=CC=2C(C3=CC=CC=C3C2C1)(F)F)=O